6-[8-(1H-pyrazol-4-yl)-6H-isochromeno[3,4-b]pyridin-3-yl]-1,6-diazaspiro[3.4]octane N1N=CC(=C1)C=1C=CC2=C(C1)COC1=NC(=CC=C12)N1CC2(CCN2)CC1